C(C=C)(=O)NCC(C)(C)S(=O)(=O)O acrylamidotertiary butyl-sulphonic acid